CC1=C(C=C(C2=C1CCO2)C(=O)N[C@H]2CCOC[C@@H]2O)CC2=CC=C(C=C2)C=2SC(=CN2)C 1,5-anhydro-2,3-dideoxy-3-[(4-methyl-5-{[4-(5-methyl-1,3-thiazol-2-yl)phenyl]methyl}-2,3-dihydro-1-benzofuran-7-carbonyl)amino]-L-threo-pentitol